tert-butyl N-[(4-amino-2-pyridyl)methyl]-N-(2-methoxyethyl)carbamate NC1=CC(=NC=C1)CN(C(OC(C)(C)C)=O)CCOC